1-(3-methoxybenzyl)cyclopropane-1-carboxylic acid COC=1C=C(CC2(CC2)C(=O)O)C=CC1